di-dodecyl-dimethyl-ammonium iodide [I-].C(CCCCCCCCCCC)[N+](C)(C)CCCCCCCCCCCC